ClCC=1OC(C2=C(N1)C=CC=C2)=O 2-(chloromethyl)-4H-benzo[d][1,3]oxazin-4-one